5-methyl-N-[rac-(1S)-1-[[(3-amino-3-oxo-propyl)-(2-chloro-2-fluoro-acetyl)amino]carbamoyl]-3-methyl-butyl]isoxazole-3-carboxamide CC1=CC(=NO1)C(=O)N[C@@H](CC(C)C)C(NN(C(C(F)Cl)=O)CCC(=O)N)=O |r|